CCCCCCCC/C=C\\CCCCCCCC(=O)OCC(COP(=O)([O-])[O-])OC(=O)CCCCCCC/C=C\\CCCCCCCC The molecule is a phosphatidate(2-) obtained by deprotonation of both phosphate OH groups of dioleoylphosphatidic acid; major species at pH 7.3. It is a conjugate base of a dioleoyl phosphatidic acid.